ClC1=CC=C2C(=C(NC2=C1Cl)C=1OC(=NN1)C(F)(F)F)C=1C=NN(C1)C1OCCCC1 2-(6,7-Dichloro-3-(1-(tetrahydro-2H-pyran-2-yl)-1H-pyrazol-4-yl)-1H-indol-2-yl)-5-(trifluoromethyl)-1,3,4-oxadiazole